2-chloro-N-(1-methyl-1H-tetrazol-5-yl)-4-(methylsulfonyl)-3-(propylthio)benzamide ClC1=C(C(=O)NC2=NN=NN2C)C=CC(=C1SCCC)S(=O)(=O)C